OC=1C(=NC=C(C1)C1=CC2=CC=C(C=C2C=C1)O)C(=O)NCC(C(=O)O)(C)C 3-(3-Hydroxy-5-(6-hydroxynaphthalen-2-yl)pyridinecarboxamido)-2,2-dimethylpropionic acid